C(C)(C)(C)C=1C=C(C=CC1)C1=CC(=CC=C1)[C@H](C(=O)N1CC2=C(CCC1)N=C(NC2=O)C2(CC2)C=2SC=C(C2)C(C)C)O (R)-6-(2-(3'-(tert-butyl)-[1,1'-biphenyl]-3-yl)-2-hydroxyacetyl)-2-(1-(4-isopropylthiophen-2-yl)cyclopropyl)-3,5,6,7,8,9-hexahydro-4H-pyrimido[5,4-c]azepin-4-one